6-(4-(3-((dimethylamino)methyl)-3-methylpyrrolidin-1-yl)-5,6-difluoro-8-(methylamino)-9H-pyrido[2,3-b]indol-3-yl)-1-methyl-4-oxo-1,4-dihydro-1,8-naphthyridine-3-carboxylic acid CN(C)CC1(CN(CC1)C1=C(C=NC=2NC3=C(C=C(C(=C3C21)F)F)NC)C=2C=C1C(C(=CN(C1=NC2)C)C(=O)O)=O)C